2'-chloro-2-fluorobiphenyl-3-amine ClC1=C(C=CC=C1)C1=C(C(=CC=C1)N)F